5-(4-((3-ethyl-2,4-dioxo-5-vinyl-1,2,3,4-tetrahydroquinazolin-7-yl)methyl)piperazin-1-yl)-N,6-dimethylpyridineamide C(C)N1C(NC2=CC(=CC(=C2C1=O)C=C)CN1CCN(CC1)C=1C=CC(=NC1C)C(=O)NC)=O